1-(3-(ethylamino)propyl)-N,N,N',N',N'',N''-hexamethylstannanetriamine C(C)NCCC[Sn](N(C)C)(N(C)C)N(C)C